C(#N)C(COOCC)NC(C1=C(C=CC=C1)Br)=O N-(1-cyano-2-ethylperoxyethyl)-2-bromobenzamide